(5R)-3,3-difluoro-5-(2-oxopyrrolidin-1-yl)piperidine-1-carboxylic acid 6-methoxypyridin-3-yl ester COC1=CC=C(C=N1)OC(=O)N1CC(C[C@H](C1)N1C(CCC1)=O)(F)F